2-CHLORO-3-FLUORO-5-PICOLINE-4-BORONIC ACID ClC1=NC=C(C(=C1F)B(O)O)C